O1C(OCC1)CCOC1=C(C=CC(=C1)C1=C(N=CS1)C)CNC(=O)[C@H]1N(C[C@@H](C1)O)C(C(C(C)C)C1=CC(=NO1)N1CCOCC1)=O (2S,4R)-N-({2-[2-(1,3-dioxolan-2-yl)ethoxy]-4-(4-methyl-1,3-thiazol-5-yl)phenyl}methyl)-4-hydroxy-1-{3-methyl-2-[3-(morpholin-4-yl)-1,2-oxazol-5-yl]butanoyl}pyrrolidine-2-carboxamide